(tri-tert-butylphosphine) palladium (0) [Pd].C(C)(C)(C)P(C(C)(C)C)C(C)(C)C